COC(CN1CCC(CC1)Br)=O (4-bromopiperidin-1-yl)acetic acid methyl ester